4-(2,6-dichloropyridin-3-yl)-2-methylbut-3-yn-2-amine ClC1=NC(=CC=C1C#CC(C)(N)C)Cl